cyclopropyl-2,2-dimethyl-N-(4-phenylbutyl)piperazine-1-carboxamide C1(CC1)C1C(N(CCN1)C(=O)NCCCCC1=CC=CC=C1)(C)C